C1=CC=CC=2C3=CC=CC=C3C(C12)COC(NCC(NCC(N[C@H](C(NCC(NCO[C@@H](C(=O)O)C)=O)=O)CC1=CC=C(C=C1)O)=O)=O)=O (11S,19R)-1-(9H-fluoren-9-yl)-11-(4-hydroxybenzyl)-19-methyl-3,6,9,12,15-pentaoxo-2,18-dioxa-4,7,10,13,16-pentaazaicosan-20-oic acid